ClC1=CC=C2C=CC=C3CCC(C1=C32)=O 9-chloro-2,3-dihydro-1H-phenalen-1-one